OCCN1N=CC2=CC=CC=C12 1-(2-hydroxyethyl)-1H-indazole